2,4-dichloro-7-(methylthio)pyrimido[4,5-d]pyrimidine ClC=1N=C(C=2C(=NC(=NC2)SC)N1)Cl